2-(((tert-butyldimethylsilyl)oxy)methyl)-4-((2,2-difluoroethyl)amino)-5,5-dimethyl-7-(4-morpholinophenyl)-5,7-dihydro-6H-pyrrolo[2,3-d]pyrimidin-6-one [Si](C)(C)(C(C)(C)C)OCC=1N=C(C2=C(N1)N(C(C2(C)C)=O)C2=CC=C(C=C2)N2CCOCC2)NCC(F)F